N1=C(C=CC=C1)NC1=CC=C(N=N1)C(=O)N 6-[(pyridin-2-yl)amino]pyridazine-3-carboxamide